OC1=C(N2C(C3=CC(=CC=C13)S(=O)(=O)C1=CC=CC=C1)=NC=N2)C(=O)NCC(=O)O (6-Hydroxy-9-(phenylsulfonyl)-[1,2,4]triazolo[5,1-a]isoquinoline-5-carbonyl)glycine